2-[[1-(5-chloro-3-pyridyl)cyclopropanecarbonyl]amino]-4-[[3-fluoro-2-methoxy-propyl]-[4-(5,6,7,8-tetrahydro-1,8-naphthyridin-2-yl)butyl]amino]butanoic acid ClC=1C=C(C=NC1)C1(CC1)C(=O)NC(C(=O)O)CCN(CCCCC1=NC=2NCCCC2C=C1)CC(CF)OC